COC([C@H](C(C)C1=C(C(=CC=C1F)C)C)NS(=O)(=O)C1=C(C=CC(=C1)Cl)CCOS(=O)(=O)C)=O (2S)-2-{5-chloro-2-[2-(methanesulfonyloxy)ethyl]benzenesulfonylamino}-3-(6-fluoro-2,3-dimethylphenyl)butanoic acid methyl ester